C(C)C1=C(N)C=CC=C1F 2-ethyl-3-fluoroaniline